F[C@@H]1CN(CC[C@H]1O)C1=NC=CC(=N1)NC=1N=CC2=C(C=C(C(=C2C1)C(C)C)NC(C=C)=O)N1[C@@H]([C@H](C1)CS(=O)(=O)C)C N-(3-((2-((3R,4R)-3-fluoro-4-hydroxypiperidin-1-yl)pyrimidin-4-yl)amino)-5-isopropyl-8-((2R,3S)-2-methyl-3-((methylsulfonyl)methyl)azetidin-1-yl)isoquinolin-6-yl)acrylamide